Cl.C1(CC1)C1=CC=C(C=C1)NC(=O)C1NCCC1(C)C N-(4-cyclopropylphenyl)-3,3-dimethyl-pyrrolidine-2-carboxamide hydrochloride